6-(ethoxymethyl)pyrimidine-2,4-diol C(C)OCC1=CC(=NC(=N1)O)O